1-(morpholin-4-yl)dec-9-en-1-one N1(CCOCC1)C(CCCCCCCC=C)=O